OC=1C=CC=C(C1)/C(=C(\CCC)/C1=CC=CC=C1)/C1=CC=C(C=C1)C1CCN(CC1)C1CC1 (E)-5-(5-hydroxyphenyl)-5-(4-(N-cyclopropylpiperidin-4-yl)phenyl)-4-phenylpent-4-en